((1R,2R)-cyclopropane-1,2-diyl)dimethanol [C@@H]1([C@@H](C1)CO)CO